(cis-3-methyl-6-azabicyclo[3.1.1]heptan-6-yl)(pyridin-2-yl)methanone CC1CC2N(C(C1)C2)C(=O)C2=NC=CC=C2